B1OC=CC2=C1C=CC=C2 1H-benzo[c][1,2]oxaborinine